C(C)(C)C=1C(=NNC1C=1C=C(C=2N(C1)N=CN2)OC)C=2SC1=C(N2)CCC(C1)N(C1CCOCC1)C 2-(4-isopropyl-5-(8-methoxy-[1,2,4]triazolo[1,5-a]pyridin-6-yl)-1H-pyrazol-3-yl)-N-methyl-N-(tetrahydro-2H-pyran-4-yl)-4,5,6,7-tetrahydrobenzo[d]thiazol-6-amine